Cl.Cl.FC(OC=1C(=CC2=C(N3C(S2)=NC(=C3)C3=CC=C(C=C3)C3NCCC3)C1)C(=O)NCCCN1CCC(CC1)F)F 6-(difluoromethoxy)-N-(3-(4-fluoropiperidin-1-yl)propyl)-2-(4-(pyrrolidin-2-yl)phenyl)benzo[d]imidazo[2,1-b]thiazole-7-carboxamide dihydrochloride